FC1=CC=CC=2C=3N(C(=NC12)N)C=C(N3)CC3=C1CCN(CC1=CC=C3)CCC3=NC=CC=C3 7-fluoro-2-((2-(2-(pyridin-2-yl)ethyl)-1,2,3,4-tetrahydroisoquinolin-5-yl)methyl)imidazo[1,2-c]quinazolin-5-amine